2,3,3-trimethyl-2-ethylbutanoic acid CC(C(=O)O)(C(C)(C)C)CC